BrC1=CC=C(C=C1)NC(=O)N[C@H](C(=O)NCC(=O)OC(C)C)CCC propan-2-yl {[(2S)-2-{[(4-bromophenyl)carbamoyl]amino}pentanoyl]amino}acetate